(S)-cyclopropyl-[(5S,7S)-7-fluoro-5-phenyl-6,7-dihydro-5H-pyrrolo[1,2-b][1,2,4]triazol-2-yl]methanol C1(CC1)[C@H](O)C=1N=C2N(N1)[C@@H](C[C@@H]2F)C2=CC=CC=C2